CC12C(CC(CC1)C2)O 1-methylbicyclo[2.2.1]heptane-2-ol